BrC1=C(CCC2=CC(=NN2)O)C=C(C=C1)F 5-(2-bromo-5-fluorophenethyl)-1H-pyrazol-3-ol